(R)-5-(2-(dimethylamino)ethoxy)-2-methyl-N-(1-(4-methyl-3,5-bis(1-methyl-1H-pyrazol-4-yl)phenyl)ethyl)benzamide CN(CCOC=1C=CC(=C(C(=O)N[C@H](C)C2=CC(=C(C(=C2)C=2C=NN(C2)C)C)C=2C=NN(C2)C)C1)C)C